5-(2,4-difluorophenyl)-N-(1-(4-hydroxy-4-methylcyclohexyl)-3-(2-oxo-2-((2-(pyridin-2-yl)propan-2-yl)amino)ethyl)azetidin-3-yl)isoxazole-3-carboxamide FC1=C(C=CC(=C1)F)C1=CC(=NO1)C(=O)NC1(CN(C1)C1CCC(CC1)(C)O)CC(NC(C)(C)C1=NC=CC=C1)=O